S1(C=NC=C1)C1=CC=C(CCNC([C@H]2NCC(C2)O)=O)C=C1 N-(4-thiazol-1-yl-phenethyl)4-hydroxyprolinamide